ClC1=CC(=C2C=NNC2=C1)C1(C[C@@H]2[C@@H](CN(C2)C(C)=O)C1)O 1-((3aR,5r,6aS)-5-(6-chloro-1H-indazol-4-yl)-5-hydroxyhexahydrocyclopenta[c]pyrrol-2(1H)-yl)ethanone